ClC=1C2=C(N=CN1)N(C=C2I)[C@H]2[C@@H]([C@@H]([C@H](C2)CNCCCNCCC2=CC=CC=C2)O)O (1R,2S,3R,5R)-3-(4-chloro-5-iodo-7H-pyrrolo[2,3-d]pyrimidin-7-yl)-5-(((3-(phenethylamino)propyl)amino)methyl)cyclopentane-1,2-diol